(2S,3S)-3-(2-hydroxyethoxy)pyrrolidine-1,2-dicarboxylic acid 1-(tert-butyl) 2-methyl ester COC(=O)[C@H]1N(CC[C@@H]1OCCO)C(=O)OC(C)(C)C